[Ag].C(=O)=O carbon dioxide silver